O[C@@H](CC(=O)O)CC[C@H](CC)C (3R,6S)-3-hydroxy-6-methyloctanoic acid